CC1(C(=O)Cl)CC(=CC(=C1)C)C 1,3,5-trimethylbenzoyl chloride